[C@H]12CN(C[C@H](CC1)N2)C2=NC(=NC1=C(C(=CC=C21)C2=CC(=CC1=CC=CC=C21)O)F)OC[C@H]2N(CCC2)CCCNC(OCC2=CC=CC=C2)=O benzyl (3-((S)-2-(((4-((1R,5S)-3,8-diazabicyclo[3.2.1]octan-3-yl)-8-fluoro-7-(3-hydroxynaphthalen-1-yl)quinazolin-2-yl)oxy)methyl)pyrrolidin-1-yl)propyl)carbamate